C(CC(C)O)(O)O Butane-1,1,3-triol